2-(4-(5-Methyl-3-(trifluoromethyl)-1H-pyrazol-1-yl)phenyl)acetic acid CC1=CC(=NN1C1=CC=C(C=C1)CC(=O)O)C(F)(F)F